5-(5-(2-fluoro-6-methoxyphenyl)-1H-pyrazolo[3,4-c]pyridin-3-yl)-2-methylthiazole FC1=C(C(=CC=C1)OC)C=1C=C2C(=CN1)NN=C2C2=CN=C(S2)C